ClC=1C(=NC(=NC1)NC1=C(C=C(C=C1)N1CCN(CC1)C)C(F)(F)F)NC=1C=CC=C2CNC(C12)=O 7-((5-chloro-2-((4-(4-methylpiperazin-1-yl)-2-(trifluoromethyl)phenyl)amino)pyrimidin-4-yl)amino)isoindolin-1-one